COC1=CC=C(C(=O)N[C@H]2C[C@H](CCC2)NC2=CC=CC3=C2N=C(O3)C(F)(F)F)C=C1 4-methoxy-N-[(1R,3S)-3-{[2-(trifluoromethyl)-1,3-benzoxazol-4-yl]amino}cyclohexyl]benzamide